C(C)(C)(C)C1=C(N=C2N1N=CC(=C2C(C)C)C(=O)N[C@H]2CCOC1=C2C=CC=C1)C 3-tert-butyl-N-[(4S)-3,4-dihydro-2H-1-benzopyran-4-yl]-8-isopropyl-2-methylimidazo[1,2-b]pyridazine-7-carboxamide